NC=1C(N(C=CC1)C(C(=O)N[C@@H](C[C@H]1C(NCC1)=O)C#N)CC1CC1)=O 2-(3-amino-2-oxo-1-pyridyl)-N-[(1S)-1-cyano-2-[(3S)-2-oxopyrrolidin-3-yl]ethyl]-3-cyclopropyl-propanamide